ONC(=N)C1=C(N=NC=C1)SC1=NC=CC=N1 N-hydroxy-3-(pyrimidin-2-ylsulfanyl)pyridazine-4-carboximidamide